(5R,8R)-2-bromo-lysergic acid BrC1=C2C[C@H]3N(C[C@H](C(O)=O)C=C3C=3C=CC=C(N1)C32)C